COC(=O)[C@]1([C@@](C=CC=C1)(C(=O)OC)C)C trans-dimethyl-1,2-dimethylcyclohex-3,5-diene-1,2-dicarboxylate